C1=CC=CC=2C3=CC=CC=C3N(C12)C=1C=CC=2C(C3=CC=C(C=C3C2C1)N1C2=CC=CC=C2C=2C=CC=CC12)CC(CCCC)CC 3,6-bis(carbazol-9-yl)-9-(2-ethyl-hexyl)-9H-fluorene